rac-(1S*,2R*)-N-(Benzo[d]thiazol-5-ylmethyl)-N-(4,4-difluorocyclohexyl)-2-tosylcyclohexane-1-carboxamide S1C=NC2=C1C=CC(=C2)CN(C(=O)[C@H]2[C@@H](CCCC2)S(=O)(=O)C2=CC=C(C)C=C2)C2CCC(CC2)(F)F |r|